C1=CC=CC2=C1C=CC=C2 benzbenzene